(4-Amino-3-fluoro-phenyl)-(3H-benzo[e]indol-2-yl)-methanone NC1=C(C=C(C=C1)C(=O)C=1NC=2C=CC3=C(C2C1)C=CC=C3)F